C(O)([O-])=O.C[N+]1=CN(C2=C1C=CC=C2)C 1,3-dimethylbenzo[d]imidazolium hydrogen carbonate